neodymium (2-ethylhexyl)butylphosphonate C(C)C(COP([O-])(=O)CCCC)CCCC.[Nd+3].C(C)C(COP([O-])(=O)CCCC)CCCC.C(C)C(COP([O-])(=O)CCCC)CCCC